(2-((5-Chloro-2-((2-methylbenzo[d]thiazol-5-yl)amino)pyrimidin-4-yl)amino)phenyl)dimethylphosphine oxide ClC=1C(=NC(=NC1)NC=1C=CC2=C(N=C(S2)C)C1)NC1=C(C=CC=C1)P(C)(C)=O